ClC1=NC2=CC=CC=C2C(=N1)C1=CC=CC2=CC=CC=C12 2-Chloro-4-(naphthalen-1-yl)quinazoline